N-((1R,4R)-4-(((5-chloro-2-((1-(2-cyanopropan-2-yl)-3-methyl-1H-pyrazol-4-yl)amino)pyrimidin-4-yl)oxy)methyl)cyclohexyl)acetamide ClC=1C(=NC(=NC1)NC=1C(=NN(C1)C(C)(C)C#N)C)OCC1CCC(CC1)NC(C)=O